7-(8-fluoronaphthyl)-6-fluoro-2,4-dihydroxy-1,8-naphthyridine FC=1C=CC=C2C=CC=C(C12)C1=C(C=C2C(=CC(=NC2=N1)O)O)F